ClC1=CC=C2C(=N1)NC1=C2C=NC(=C1)C 2-chloro-7-methyl-9H-pyrrolo[2,3-b:4,5-c']dipyridine